ClC=1C=C(C=NC1C)N1N=C(C=C1)OC1=CC(=C(N)C=C1)F 4-{[1-(5-chloro-6-methylpyridin-3-yl)pyrazol-3-yl]oxy}-2-fluoroaniline